O=C1NC(CCC1N1C(C2=C3C(C(=CC=C13)CNC(CCCCCCCCCCC(=O)O)=O)=CC=C2)=O)=O 12-[[1-(2,6-dioxo-3-piperidinyl)-2-oxo-benzo[cd]indol-6-yl]methylamino]-12-oxo-dodecanoic acid